C(=O)O.ClC1=C(C(=CC=C1)Cl)N1CC(C1)C=1C(=CC(=NC1C)CN1CCC(CC1)C(=O)O)C 1-((5-(1-(2,6-dichlorophenyl)azetidin-3-yl)-4,6-dimethylpyridin-2-yl)methyl)-piperidine-4-carboxylic acid, formic acid salt